FC(C1=CC2=CC=CC=C2C=C1B(O)O)F 2-(DIFLUOROMETHYL)NAPHTHALENE-3-BORONIC ACID